C1(CC1)C=1C=C(C(=O)[O-])C=C(C1)F 3-cyclopropyl-5-fluorobenzoate